(R)-2-{[(2R,3R,4R,5R)-5-(2,4-dioxo-3,4-dihydro-2H-pyrimidin-1-yl)-4-fluoro-3-hydroxy-4-methyl-tetrahydro-furan-2-ylmethoxy]-phenoxy-phosphorylamino}-propionic acid isopropyl ester C(C)(C)OC([C@@H](C)N=P(=O)OC1=C(C=CC=C1)OC[C@H]1O[C@H]([C@]([C@@H]1O)(C)F)N1C(NC(C=C1)=O)=O)=O